[6-bromo-1-(2-hydroxyethyl)pyrrolo[3,2-c]pyridin-3-yl]-(6-chlorochroman-3-yl)methanone BrC1=CC2=C(C=N1)C(=CN2CCO)C(=O)C2COC1=CC=C(C=C1C2)Cl